C(C)(C)(C)OC(=O)N1CCC(=CC1)C=1C=2N(C=C(N1)C=1C=NN(C1)C)N=CC2 4-[6-(1-methylpyrazol-4-yl)pyrazolo[1,5-a]pyrazin-4-yl]-3,6-dihydro-2H-pyridine-1-carboxylic acid tert-butyl ester